BrC1=C(C(=O)O)C(=CN=C1)OC1=CC=C(C=C1)C=1C=NN(C1)C 3-bromo-5-(4-(1-methyl-1H-pyrazol-4-yl)phenoxy)isonicotinic acid